BrCC1=CC=C(C=C1)S(=O)(=O)N(C)C 4-(bromomethyl)-N,N-dimethylbenzenesulfonamide